C(C)OC1CCN(CC1)C(=O)C1=C(C=C(C=C1)C1=NN=C(N1)C)C1=NN(C=C1)C(C)C (4-ethoxy-1-piperidyl)-[2-(1-isopropylpyrazol-3-yl)-4-(5-methyl-4H-1,2,4-triazol-3-yl)phenyl]methanone